(E)-ethyl 3-(2,3-dihydro-[1,4]dioxino[2,3-b]pyridin-7-yl)acrylate O1CCOC2=NC=C(C=C21)/C=C/C(=O)OCC